CC=1C=C(C(=NC1)C1=NC=CC=N1)C(=O)N1[C@@H]2[C@@H](C[C@H](C1)CC2)NC2=NC=C(C=C2)C (5-methyl-2-(pyrimidin-2-yl)pyridin-3-yl)((1S,4R,6R)-6-((5-methylpyridin-2-yl)amino)-2-azabicyclo[2.2.2]octan-2-yl)methanone